C(C1=CC=CC=C1)OC=1C=C(C=CC1)[C@@H](CP(OCC)(=O)Cl)C1CC1 ethyl ((S)-2-(3-(benzyloxy)phenyl)-2-cyclopropylethyl)phosphonochloridate